C(C)(C)(C)OC(=O)N1CC(C1)COC1=C2C(=NC(=N1)Cl)N(N=C2)C2OCCCC2 3-(((6-chloro-1-(tetrahydro-2H-pyran-2-yl)-1H-pyrazolo[3,4-d]pyrimidin-4-yl)oxy)methyl)azetidine-1-carboxylic acid tert-butyl ester